FC1=C(C(=O)N2CCC(CC2)C2=C(C=C(N=N2)N)C)C=C(C(=C1)OC1=CC=C(C=C1)F)OC 6-{1-[2-fluoro-4-(4-fluorophenoxy)-5-methoxybenzoyl]piperidin-4-yl}-5-methylpyridazin-3-amine